FCCCN1CC(C1)NC1=CC=C(C=C1)[C@H]1[C@@H](N(CC=2C3=C(C=CC12)NN=C3)C)CC(C)C 1-(3-Fluoropropyl)-N-(4-((6R,7S)-7-Isobutyl-8-methyl-6,7,8,9-tetrahydro-3H-pyrazolo[3,4-h]isochinolin-6-yl)phenyl)azetidin-3-amin